24-methylferuloyl-cholesterol CC(C(CC(\C=C\C1=CC(OC)=C(O)C=C1)=O)C)CC[C@@H](C)[C@H]1CC[C@H]2[C@@H]3CC=C4C[C@@H](O)CC[C@]4(C)[C@H]3CC[C@]12C